OC1=C(C(=CC(=C1)C(F)(F)F)C)C1=CC(=C2C(=N1)N=C(O2)N[C@H]2CN(CCC2)C)C(C)=O 1-[5-[2-Hydroxy-6-methyl-4-(trifluoromethyl)phenyl]-2-[[(3R)-1-methyl-3-piperidyl]amino]oxazolo[4,5-b]pyridin-7-yl]ethanone